ClC1=C(C(=C(C=C1OC)OC)Cl)NC(N(C)C1=NC=NC(=C1)NC1=CC=C(C=C1)N1CCN(CC1)CC)=O N'-(2,6-dichloro-3,5-dimethoxyphenyl)-N-[6-[[4-(4-ethyl-1-piperazinyl)phenyl]amino]-4-pyrimidinyl]-N-methyl-urea